racemic-1-(5-methyl-2-(2-(trifluoromethyl)cyclopropyl)phenoxy)cyclopropane-1-carboxylic acid CC=1C=CC(=C(OC2(CC2)C(=O)O)C1)C1C(C1)C(F)(F)F